4-[4-[4-[4-[[2-(2,4-Dichlorophenyl)-2-(1H-1,2,4-triazol-1-ylmethyl)-1,3-dioxolan-4-yl]methoxy]phenyl]-1-piperazinyl]phenyl]-2,4-dihydro-2-(1-methylbutyl)-3H-1,2,4-triazol-3-one ClC1=C(C=CC(=C1)Cl)C1(OCC(O1)COC1=CC=C(C=C1)N1CCN(CC1)C1=CC=C(C=C1)N1C(N(N=C1)C(CCC)C)=O)CN1N=CN=C1